3,6-bistrimethylsilyl-carbazole C[Si](C=1C=CC=2NC3=CC=C(C=C3C2C1)[Si](C)(C)C)(C)C